6-(benzyloxy)-1-[(trans)-3-(benzyloxy)cyclobutyl]-1,2,3,4-tetrahydroquinolin-2-one C(C1=CC=CC=C1)OC=1C=C2CCC(N(C2=CC1)[C@@H]1C[C@H](C1)OCC1=CC=CC=C1)=O